aluminum dimesylate S(C)(=O)(=O)[O-].S(C)(=O)(=O)[O-].[Al+2]